C[C@H]1N(CCOC1)C(=O)O[C@H]1C[C@H](CC1)C1=CC(=NN1)NC(CC1=CC(=NO1)C)=O (1R,3S)-3-(3-{[(3-methyl-1,2-oxazol-5-yl)acetyl]amino}-1H-pyrazol-5-yl)cyclopentyl (3R)-3-methylmorpholine-4-carboxylate